1-[(2S)-4-[(tert-butyldimethylsilyl)oxy]butan-2-yl]-6-chloro-3-iodopyrazolo[4,3-c]pyridine [Si](C)(C)(C(C)(C)C)OCC[C@H](C)N1N=C(C=2C=NC(=CC21)Cl)I